(1S,5R,6s)-N-[6-(2-chlorophenyl)pyridazin-3-yl]-3-(tetrahydropyran-4-ylmethyl)-3-azabicyclo[3.1.0]hexan-6-amine ClC1=C(C=CC=C1)C1=CC=C(N=N1)NC1[C@H]2CN(C[C@@H]12)CC1CCOCC1